(R)-(8-propionamido-5,6,7,8-tetrahydroisoquinolin-4-yl)boric acid C(CC)(=O)N[C@@H]1CCCC=2C(=CN=CC12)OB(O)O